FC1=C(C=CC(=C1)OCC1=CC=NC=C1)C1=CNC=2N=C(N=C(C21)OCCOC)NC2=CC=C(C=C2)CN2CCN(CC2)C 5-(2-fluoro-4-(pyridin-4-ylmethoxy)phenyl)-4-(2-methoxyethoxy)-N-(4-((4-methylpiperazin-1-yl)methyl)phenyl)-7H-pyrrolo[2,3-d]pyrimidin-2-amine